methyl 2-[3-[tert-butyl(methyl)carbamoyl]-1-(3,5-dichlorophenyl)-7-methoxy-5H-isothiochromeno[4,3-c]pyrazol-8-yl]-6-methoxy-pyridine-4-carboxylate C(C)(C)(C)N(C(=O)C=1C2=C(N(N1)C1=CC(=CC(=C1)Cl)Cl)C=1C=C(C(=CC1CS2)OC)C2=NC(=CC(=C2)C(=O)OC)OC)C